2,2-dimethyl-4,4-biphenyldicarboxylic acid CC1(C(=CCC(C1)(C(=O)O)C(=O)O)C1=CC=CC=C1)C